OC(CC(=O)NC1=NN2C(C=C(C=C2)C(F)(F)F)=C1C1=CC=C(C=C1)C(F)(F)F)(C)C 3-hydroxy-3-methyl-N-(5-(trifluoromethyl)-3-(4-(trifluoromethyl)phenyl)pyrazolo[1,5-a]pyridin-2-yl)butanamide